3-(((3-(4-methylpiperazin-1-yl)propoxy)carbonyl)oxy)pentadecyl-6,6-bis(octyloxy)hexanoate CN1CCN(CC1)CCCOC(=O)OC(CCOC(CCCCC(OCCCCCCCC)OCCCCCCCC)=O)CCCCCCCCCCCC